N1(CCOCC1)CCNC(=O)C1=CC2=C(N(C(=N2)NC=2SC3=C(N2)C=CC(=C3)Cl)C)C=C1 2-(6-Chloro-benzothiazol-2-ylamino)-1-methyl-1H-benzoimidazole-5-carboxylic acid (2-morpholin-4-yl-ethyl)-amide